(S)-methyl 2-((4-(3-((4-cyano-2-fluorobenzyl)oxy)-4-cyclopropyl-1H-pyrazol-1-yl)piperidin-1-yl)methyl)-1-(oxetan-2-ylmethyl)-1H-benzo[d]imidazole-6-carboxylate C(#N)C1=CC(=C(COC2=NN(C=C2C2CC2)C2CCN(CC2)CC2=NC3=C(N2C[C@H]2OCC2)C=C(C=C3)C(=O)OC)C=C1)F